FC=1C=C(C=CC1F)N1C(CC[C@H]1C1=NC2=C(N1[C@@H]1CN(CC1)S(=O)(=O)C)C=CC(=C2)C=2C(=NOC2C)C)=O (S)-1-(3,4-difluorophenyl)-5-(5-(3,5-dimethylisoxazol-4-yl)-1-((S)-1-(methylsulfonyl)pyrrolidin-3-yl)-1H-benzo[d]imidazol-2-yl)pyrrolidin-2-one